CC1=NC(=NO1)COC1=C(C=CC=C1)C1CCN(CC1)[C@@H]1COC2(CNC2)C1 (S)-7-(4-(2-((5-methyl-1,2,4-oxadiazol-3-yl)methoxy)phenyl)piperidin-1-yl)-5-oxa-2-azaspiro[3.4]octane